NCC1(CN(C1)C1=NC(=NC2=CC=C(C=C12)C)N1CCS(C2=C(C1)C=CC=C2)=NC2CC2)CO 4-(4-(3-(aminomethyl)-3-(hydroxymethyl)azetidin-1-yl)-6-methylquinazolin-2-yl)-1-(cyclopropylimino)-2,3,4,5-tetrahydro-benzo[f][1,4]thiazepine